N-(5,6-dimethylpyridazin-3-yl)-5-[3-[(3R,4S)-4-methoxypyrrolidin-3-yl]oxy-5-methyl-isoxazol-4-yl]pyrazolo[1,5-a]pyridin-2-amine CC=1C=C(N=NC1C)NC1=NN2C(C=C(C=C2)C=2C(=NOC2C)O[C@@H]2CNC[C@@H]2OC)=C1